4-((4-methylpiperazin-1-yl)sulfonyl)-2-((tetrahydro-2H-pyran-4-yl)amino)benzoic acid CN1CCN(CC1)S(=O)(=O)C1=CC(=C(C(=O)O)C=C1)NC1CCOCC1